C(CCCC)NC1C(C2=CC=CC=C2CC1=O)=O 2-pentylamino-1,3-naphthoquinone